FC(F)(F)OC(=O)C=1C=CC=C2CCNC12.NC1(CCC1)C1=CC=C(C=C1)N1C(=NC=2C1=NC(=CC2)C=2C=C(C=CC2)N2CCC(CC2)N(C(C)=O)C)C=2C(=NC=CC2)N N-[1-[3-[3-[4-(1-aminocyclobutyl)phenyl]-2-(2-aminopyridin-3-yl)imidazo[4,5-b]pyridin-5-yl]phenyl]piperidin-4-yl]-N-methylacetamide (trifluoromethyl)indoline-7-carboxylate